3-(trifluoromethyl)cyclobutane-1-carboxylic acid FC(C1CC(C1)C(=O)O)(F)F